C=1(C(=C(C(=CC1)S(=O)(=O)[O-])S(=O)(=O)[O-])S(=O)(=O)[O-])C=1C(=CC=CC1)C1=CC=CC=C1 terphenyl-trisulfonate